(3S)-3-({5-cyclopentyl-1-[2-(trifluoromethyl)phenyl]-1H-1,2,4-triazol-3-yl}formamido)-5-(3,3-difluoropiperidin-1-yl)pentanoic acid C1(CCCC1)C1=NC(=NN1C1=C(C=CC=C1)C(F)(F)F)C(=O)N[C@H](CC(=O)O)CCN1CC(CCC1)(F)F